4-[4-[(2,6-dioxo-3-piperidinyl)amino]phenyl]-N-methyl-N-(4-piperidinyl)piperidine-1-carboxamide TFA salt OC(=O)C(F)(F)F.O=C1NC(CCC1NC1=CC=C(C=C1)C1CCN(CC1)C(=O)N(C1CCNCC1)C)=O